(1S,2R)-2-((S)-5-chloro-8-((1-methyl-1H-1,2,3-triazol-4-yl)methoxy)-1-((2-oxopyrrolidin-1-yl)methyl)-1,2,3,4-tetrahydro-isoquinoline-2-carbonyl)-1-methylcyclohexane-1-carboxylic acid ClC1=C2CCN([C@@H](C2=C(C=C1)OCC=1N=NN(C1)C)CN1C(CCC1)=O)C(=O)[C@H]1[C@](CCCC1)(C(=O)O)C